FC=1C(=NC(=NC1)NC1=CC=C(C=C1)N1CCOCC1)NCCCCC(=O)NO 5-((5-fluoro-2-((4-morpholinophenyl)amino)pyrimidin-4-yl)amino)-N-hydroxypentanamide